(E)-1-(2-(2-((4-cyclopropyl-2,6-dimethylphenyl)imino)-9,10-dimethoxy-4-oxo-6,7-dihydro-2H-pyrimido[6,1-a]isoquinolin-3(4H)-yl)ethyl)urea C1(CC1)C1=CC(=C(C(=C1)C)\N=C/1\N(C(N2C(C3=CC(=C(C=C3CC2)OC)OC)=C1)=O)CCNC(=O)N)C